4-methyl-5-(pyrrolidin-1-yl)pyridin-2-amine CC1=CC(=NC=C1N1CCCC1)N